Benzyl (7-cyclopropyl-1-hydroxy-1,3-dihydrobenzo[c][1,2]oxaborole-6-carbonyl)-L-valinate C1(CC1)C1=C(C=CC2=C1B(OC2)O)C(=O)N[C@@H](C(C)C)C(=O)OCC2=CC=CC=C2